1-hexadecanoyl-2-(9Z,12Z-heptadecadienoyl)-glycero-3-phosphoserine CCCCCCCCCCCCCCCC(=O)OC[C@H](COP(=O)(O)OC[C@@H](C(=O)O)N)OC(=O)CCCCCCC/C=C\C/C=C\CCCC